BrC1=CC(=C(C=C1C)NC1=CC=C2C(=N1)C(N(C2)CC)=O)N2CCCC2 2-{[4-bromo-5-methyl-2-(pyrrolidin-1-yl)phenyl]amino}-6-ethyl-5H-pyrrolo[3,4-b]pyridin-7-one